(S)-N-((S)-1-(4-bromothiophen-2-yl)-3-methylbutyl)-2-methylpropan-2-sulfinamide BrC=1C=C(SC1)[C@H](CC(C)C)N[S@@](=O)C(C)(C)C